1-hydroxyethyl-3-methylimidazolium chloride salt [Cl-].OC(C)C=1NC=C[N+]1C